(3R)-3-(4-Chlorophenyl)-2-[(5-chloropyridin-2-yl)methyl]-6-{2-hydroxy-1-[4-(2-hydroxyethyl)piperazin-1-yl]propan-2-yl}-3-methoxy-2,3-dihydro-1H-isoindol-1-on ClC1=CC=C(C=C1)[C@@]1(N(C(C2=CC(=CC=C12)C(CN1CCN(CC1)CCO)(C)O)=O)CC1=NC=C(C=C1)Cl)OC